NC1=C2N=C(N(C2=NC=N1)CCNS(=O)(=O)C(C)(C)C)SC1=CC2=C(OCO2)C=C1C=1OC(=CC1)C N-(2-(6-amino-8-((6-(5-methylfuran-2-yl)benzo[d][1,3]dioxol-5-yl)thio)-9H-purin-9-yl)ethyl)-2-methylpropane-2-sulfonamide